BrC1=CC2=C([N+](=C(N=[N+]2[O-])NCCC(OC2CCN(CC2)C(C2=CN=CC(=C2)OC)=O)=O)[O-])C=C1 7-bromo-3-((3-oxo-3-((1-(5-(Methoxy)nicotinoyl)piperidin-4-yl)oxy)propyl)amino)benzo[e][1,2,4]triazine-1,4-dioxide